(S)-3-((6,6-difluoro-7-hydroxy-6,7-dihydro-5H-cyclopenta[d]pyrimidin-4-yl)oxy)-5-fluorobenzonitrile FC1(CC2=C(N=CN=C2OC=2C=C(C#N)C=C(C2)F)[C@@H]1O)F